6-bromo-4-chloro-5-iodo-N,N-bis(4-methoxybenzyl)pyridin-2-amine BrC1=C(C(=CC(=N1)N(CC1=CC=C(C=C1)OC)CC1=CC=C(C=C1)OC)Cl)I